C1(=CC=CC=C1)C#CCN1C=2N(CC(C1)CNC(C=C)=O)N=CC2 N-((4-(3-phenylprop-2-yn-1-yl)-4,5,6,7-tetrahydropyrazolo[1,5-a]pyrimidin-6-yl)-methyl)acrylamide